[[(1R,2R)-2-amino-1,2-diphenyl-ethyl]-(p-tolylsulfonyl)amino]-chloro-ruthenium N[C@@H]([C@@H](C1=CC=CC=C1)N(S(=O)(=O)C1=CC=C(C=C1)C)[Ru]Cl)C1=CC=CC=C1